8-amino-7-((4-fluorobenzyl)(methyl)amino)-4-methyl-2H-benzopyran-2-one NC1=C(C=CC=2C(=CC(OC21)=O)C)N(C)CC2=CC=C(C=C2)F